N,N'-bis(2-pyridylmethyl)oxamide N1=C(C=CC=C1)CNC(=O)C(=O)NCC1=NC=CC=C1